methyl (1s,4s)-4-(4-bromo-1-oxoisoindolin-2-yl)cyclohexane-1-carboxylate BrC1=C2CN(C(C2=CC=C1)=O)C1CCC(CC1)C(=O)OC